ClC=1C(=C(C=2C(=C(SN2)N2[C@@H](CN(CC2)C(C=C)=O)C(F)F)C1)F)C1=CC(=CC2=CC=CC=C12)O 1-((3S)-4-(5-chloro-7-fluoro-6-(3-hydroxy-1-naphthyl)-2,1-benzothiazol-3-yl)-3-(difluoromethyl)-1-piperazinyl)-2-propen-1-one